isopropyl (R)-2-(((benzyloxy)carbonyl)amino)-2-(4-bromophenyl)-5-cyano-4-methylpent-4-enoate C(C1=CC=CC=C1)OC(=O)N[C@](C(=O)OC(C)C)(CC(=CC#N)C)C1=CC=C(C=C1)Br